CC(=C)C1=C(C=CC=C1C)C α-methyl-2,6-dimethyl-styrene